[(2,6-dioxo-3-piperidyl)methylamino]benzenesulfonyl fluoride O=C1NC(CCC1CNC1=C(C=CC=C1)S(=O)(=O)F)=O